[2,2,2-trifluoro-1-(5-fluoro-2-pyridyl)ethyl] trifluoromethanesulfonate FC(S(=O)(=O)OC(C(F)(F)F)C1=NC=C(C=C1)F)(F)F